3-ethyl-3-{[3-(trimethoxysilyl)propoxy]methyl}oxetane 4a-(2-Methylphenyl)octahydro-2H-benzo[b][1,4]oxazineformate CC1=C(C=CC=C1)C12C(OC(CN1)C(=O)O)CCCC2.C(C)C2(COC2)COCCC[Si](OC)(OC)OC